2-{6-[(3aR,7aS)-6-Methyloctahydro-1H-pyrrolo[2,3-c]pyridin-1-yl][1,3]thiazolo[4,5-c]pyridazin-3-yl}-5-(1H-pyrazol-4-yl)phenol CN1C[C@@H]2[C@H](CC1)CCN2C=2SC1=C(N=NC(=C1)C1=C(C=C(C=C1)C=1C=NNC1)O)N2